ClC1=C(C[C@H]2[C@@H](OC3(O2)CCCCC3)CO)C=CC=C1 ((2S,3S)-3-(2-chlorobenzyl)-1,4-dioxaspiro[4.5]dec-2-yl)methanol